1-Cyclopropyl-2-(5-cyclopropyl-1,2-dimethyl-1H-imidazol-4-yl)ethan-1-one C1(CC1)C(CC=1N=C(N(C1C1CC1)C)C)=O